COC1=CC=C(C=C1)C1=NN2C(=NC=3C=CC=C(C3C2=N1)C)NC1CNCCNC1 6-{[2-(4-methoxyphenyl)-10-methyl[1,2,4]triazolo[1,5-c]quinazolin-5-yl]amino}-1,4-diazepan